Phenyltrimethylindan C1(=CC=CC=C1)C1(C(C2=CC=CC=C2C1)(C)C)C